P(=O)(O)(O)OC[C@@H]1[C@H]([C@H]([C@@H](O1)NC=1C(C(=O)[O-])=CC=CC1)O)O N-(5-phospho-β-D-ribosyl)anthranilate